6-bromo-5-fluoropyridin-2-amine BrC1=C(C=CC(=N1)N)F